3-fluoro-3-methylpiperidin FC1(CNCCC1)C